C[Si](CCOCN1C(C=NC=C1)=O)(C)C 1-[(2-(trimethylsilyl)ethoxy)methyl]Pyrazin-2(1H)-one